C12CN(CC2C1)CCCCCCCSC1=C2CN(C(C2=CC=C1)=O)C1C(NC(CC1)=O)=O 3-(4-((7-(3-azabicyclo[3.1.0]hexan-3-yl)heptyl)thio)-1-oxoisoindolin-2-yl)piperidine-2,6-dione